N-(3-amino-cyclobutyl)-cyclopropanecarboxamide NC1CC(C1)NC(=O)C1CC1